2-((diethylamino)methyl)-6-(3-((1s,3s)-3-methoxy-1-(4-methyl-4H-1,2,4-triazol-3-yl)cyclobutyl)phenyl)-4-(trifluoromethyl)-1,6-dihydro-7H-pyrrolo[2,3-c]pyridin-7-one C(C)N(CC)CC1=CC2=C(C(N(C=C2C(F)(F)F)C2=CC(=CC=C2)C2(CC(C2)OC)C2=NN=CN2C)=O)N1